4-[1-(1-methylbut-3-en-1-yl)-1H-pyrazol-4-yl]-7H-pyrrolo[2,3-d]-pyrimidine trifluoro-acetate salt FC(C(=O)O)(F)F.CC(CC=C)N1N=CC(=C1)C=1C2=C(N=CN1)NC=C2